3-(1H-benzo[d][1,2,3]triazol-5-yl)-5,6,7,8-tetrahydrobenzo[4,5]thieno[2,3-d]pyrimidine-2,4(1H,3H)-dione N1N=NC2=C1C=CC(=C2)N2C(NC1=C(C2=O)C2=C(S1)CCCC2)=O